di-tert-butyl (((S)-6-((S)-2-amino-3-(4-(tert-butoxy)phenyl)propanamido)-1-(tert-butoxy)-1-oxoheptan-2-yl)carbamoyl)-L-glutamate N[C@H](C(=O)NC(CCC[C@@H](C(=O)OC(C)(C)C)NC(=O)N[C@@H](CCC(=O)OC(C)(C)C)C(=O)OC(C)(C)C)C)CC1=CC=C(C=C1)OC(C)(C)C